2,8-diazaspiro[4.5]Decane-8-carboxylic acid tert-butyl ester trifluoromethanesulfonate FC(S(=O)(=O)O)(F)F.C(C)(C)(C)OC(=O)N1CCC2(CCNC2)CC1